N1=C2C(=CC=C1)C(CC2)=O 6,7-dihydro-5H-cyclopenta[1,2-b]pyridin-5-one